C(C)(C)(C)OC(=O)N1C(CCC1)C1=CC=C(C=C1)C=1N=C2SC3=C(N2C1)C=C(C(=C3)Br)OCCOC (4-(7-bromo-6-(2-methoxyethoxy)benzo[d]imidazo[2,1-b]thiazol-2-yl)phenyl)pyrrolidine-1-carboxylic acid tert-butyl ester